SC1=NC2=CC=CC=C2C(N1)=O 2-mercapto-4(3H)-quinazolinone